2-(4-(3-bromobenzyl)-piperazin-1-yl)-3-hydroxy-4H-chromen-4-one BrC=1C=C(CN2CCN(CC2)C=2OC3=CC=CC=C3C(C2O)=O)C=CC1